4-bromo-5-(methoxymethyl)thiazole BrC=1N=CSC1COC